6-[4-[2-(1,1-dioxothian-4-yl)oxyethoxy]phenoxy]-1-methyl-indazole-5-carboxamide O=S1(CCC(CC1)OCCOC1=CC=C(OC2=C(C=C3C=NN(C3=C2)C)C(=O)N)C=C1)=O